CC1=C(C=CC(=C1)C)NC(=O)C1=C(C(=C(S1)NC(OC(C)(C)C)=O)C(N(C)OC)=O)C tert-Butyl {5-[(2,4-dimethylphenyl)carbamoyl]-3-[methoxy(methyl)carbamoyl]-4-methylthiophen-2-yl}carbamate